C(C)(C)(C)O[C@@H]1C[C@H](N(C1)C(CN1N=NC(=C1)COC)=O)C(=O)NCC1=CC=C(C=C1)Cl (2S,4R)-4-(tert-butoxy)-N-(4-chlorobenzyl)-1-(2-(4-(methoxymethyl)-1H-1,2,3-triazol-1-yl)acetyl)pyrrolidine-2-carboxamide